C(#N)C=1C=C(C=CC1)C=1N=C(SC1C=1C=C2C(=NC=NC2=CC1)C)NC(=O)N1CCC2(CCC(N2)=O)CC1 N-[4-(3-cyanophenyl)-5-(4-methylquinazolin-6-yl)thiazol-2-yl]-2-oxo-1,8-diazaspiro[4.5]decane-8-carboxamide